tert-butyl ((1r,4r)-4-((tert-butoxycarbonyl)amino)cyclohexyl)(2-(6-chloro-6'-cyano-2',4'-difluoro-3'-(2-methoxyethoxy)-[1,1'-biphenyl]-3-yl)-2-phenylethyl)carbamate C(C)(C)(C)OC(=O)NC1CCC(CC1)N(C(OC(C)(C)C)=O)CC(C1=CC=CC=C1)C=1C=C(C(=CC1)Cl)C1=C(C(=C(C=C1C#N)F)OCCOC)F